N-[[(2S)-2-(3-cyanophenyl)oxetan-2-yl]methyl]-2,2-difluoro-spiro[2.3]hexane-1-carboxamide C(#N)C=1C=C(C=CC1)[C@]1(OCC1)CNC(=O)C1C(C12CCC2)(F)F